methoxymethyl-1-(2-trimethylsilanyl-ethoxymethyl)-1H-imidazole-2-carbaldehyde COCC=1N=C(N(C1)COCC[Si](C)(C)C)C=O